CN(C(C(=C)CCC)=O)C N,N-dimethyl-propyl-acrylamide